1-Benzyl 4-methyl 4-{[(tert-butoxy)carbonyl](([(tert-butoxy)carbonyl]amino))amino}piperidine-1,4-dicarboxylate C(C)(C)(C)OC(=O)N(C1(CCN(CC1)C(=O)OCC1=CC=CC=C1)C(=O)OC)NC(=O)OC(C)(C)C